(P)-4-(3-hydroxy-1-naphthalenyl)-6,6-dimethyl-2-(2-(2-propenoyl)-2,6-diazaspiro[3.4]octan-6-yl)-6,7-dihydro-5H-cyclopenta[b]pyridine-3-carbonitrile OC=1C=C(C2=CC=CC=C2C1)C1=C2C(=NC(=C1C#N)N1CC3(CN(C3)C(C=C)=O)CC1)CC(C2)(C)C